N1C=C(C2=CC=CC=C12)C1N(CCC(C1)C1=CC=CC=C1)C(=O)N (1H-indol-3-yl)-4-phenylpiperidine-1-carboxamide